N-[3-[(2,3-dihydroxypropyl)(3-butyloxypropyl)amino]propyl]linoleamide OC(CN(CCCNC(CCCCCCC\C=C/C\C=C/CCCCC)=O)CCCOCCCC)CO